but-3-yn-1-yl diethynylphosphinate C(#C)P(OCCC#C)(=O)C#C